[Si](C)(C)(C(C)(C)C)OC1(CC1)C=1C=CC(=NC1)Cl 5-(1-{[tert-butyl(dimethyl)silyl]oxy}cyclopropyl)-2-chloropyridine